acryloyl-N-(2-nitrobenzyl)glycinamide C(C=C)(=O)NCC(=O)NCC1=C(C=CC=C1)[N+](=O)[O-]